CC1=NC(=C2C(=N1)N1C(C(=C2)C(=O)OCC)=NC=N1)N[C@H](C)C1=CC(=CC(=C1)C(F)(F)F)[N+](=O)[O-] ethyl (R)-8-methyl-6-((1-(3-nitro-5-(trifluoromethyl) phenyl) ethyl) amino)-[1,2,4]triazolo[1',5':1,6]pyrido[2,3-d]pyrimidine-4-carboxylate